CC1NC2(NC1)CCCCC2 2-methyl-1,4-diazaspiro[4.5]decane